COC=1C=C(N(CCCCCCCCCCCCCCCCCCCC)CCCCCCCCCCCCCCCCCCCC)C=C(C1)OC 3,5-dimethoxy-N,N-biseicosylaniline